O[C@]1(CN(C[C@@H]1OC1=CC=C(C=C1)C(F)(F)F)S(=O)(=O)C1=C(C#N)C=C(C=C1)C(F)(F)F)CO 2-(((3R,4S)-3-hydroxy-3-(hydroxymethyl)-4-(4-(trifluoromethyl)phenoxy)pyrrolidin-1-yl)sulfonyl)-5-(trifluoromethyl)benzonitrile